N-(6-(2-chloro-5-fluorophenyl)-8-oxo-7,8-dihydro-6H-oxazolo[5,4-e]isoindol-5-yl)-3-fluoro-5-(trifluoromethyl)benzamide ClC1=C(C=C(C=C1)F)C1NC(C2=C3C(=CC(=C12)NC(C1=CC(=CC(=C1)C(F)(F)F)F)=O)N=CO3)=O